1,1'-iminobis-2-butanol N(CC(CC)O)CC(CC)O